5-ethyl-8-methyl-pyrrolo[2,1-a]phthalazine C(C)N1N2C(=C3C=CC(=CC3=C1)C)C=CC2